(S)-2-((5-Amino-6-fluoro-1H-pyrrolo[3,2-b]pyridin-2-yl)methyl)-5-fluoro-1'-((5-(trifluoromethyl)pyridazin-3-yl)methyl)spiro[isoindoline-1,3'-pyrrolidine]-2',3-dione NC1=C(C=C2C(=N1)C=C(N2)CN2C(C1=CC(=CC=C1[C@@]21C(N(CC1)CC=1N=NC=C(C1)C(F)(F)F)=O)F)=O)F